BrC1=CC=C(C(N1)=O)CN1C=NC(=C(C1=O)OC=1C=C(C#N)C=C(C1)Cl)C(F)(F)F 3-((1-((6-bromo-2-oxo-1,2-dihydropyridin-3-yl)methyl)-6-oxo-4-(trifluoromethyl)-1,6-dihydropyrimidin-5-yl)oxy)-5-chlorobenzonitrile